COC=1C=C2CCN(CC2=CC1OC)CC(=O)NC1=CC=C(C=C1)C=1N=C2N(C=CC=C2)C1 2-(6,7-dimethoxy-3,4-dihydroisoquinolin-2(1H)-yl)-N-(4-(imidazo[1,2-a]pyridin-2-yl)phenyl)acetamide